(2S,6S)-2-methyl-6-(phenylmethoxymethyl)morpholin-3-one C[C@H]1C(NC[C@H](O1)COCC1=CC=CC=C1)=O